2-[1-[4-[[2,6-dioxo-3-piperidinyl]amino]-2,6-difluoro-phenyl]-4-hydroxy-4-piperidinyl]acetic acid hydrochloride Cl.O=C1NC(CCC1NC1=CC(=C(C(=C1)F)N1CCC(CC1)(O)CC(=O)O)F)=O